ClC1=CC=C(S1)CN(C(CN1C(N(C2=C(C1=O)C=CC(=N2)C(F)(F)F)C)=O)=O)C N-[(5-Chloro-2-thienyl)methyl]-1,4-dihydro-N,1-dimethyl-2,4-dioxo-7-(trifluoromethyl)pyrido[2,3-d]pyrimidine-3(2H)-acetamide